S(CCC(=O)OCCCCCCCCCCCCCCCCCC)CCC(=O)OCCCCCCCCCCCCCCCCCC DiStearyl Thio-Di-Propionate